BrC=1C=C2C(=CNC2=CC1)CCCO 3-(5-bromo-1H-indol-3-yl)propan-1-ol